4-(naphthalen-2-yl)aniline C1=C(C=CC2=CC=CC=C12)C1=CC=C(N)C=C1